tert-butyl-(S)-3-(4-amino-7-(1-butoxyvinyl)-3-((1-cyclopropyl-6-fluoro-1H-benzo[d]imidazol-5-yl)ethynyl)-1H-pyrazolo[4,3-c]pyridin-1-yl)pyrrolidine-1-carboxylate C(C)(C)(C)OC(=O)N1C[C@H](CC1)N1N=C(C=2C(=NC=C(C21)C(=C)OCCCC)N)C#CC2=CC1=C(N(C=N1)C1CC1)C=C2F